NC[C@]1([C@H]([C@@H](N[C@H]1CC(C)(C)C)C(=O)N)C1=C(C=CC=C1)Cl)C1=C(C=CC(=C1)Cl)F (2R,3S,4S,5S)-4-(aminomethyl)-4-(5-chloro-2-fluorophenyl)-3-(2-chlorophenyl)-5-neopentylpyrrolidine-2-carboxamide